C(CCC)C1=NC=NN1 5-butyl-1,2,4-triazole